(3R)-3-((1H-pyrazol-1-yl)methyl)-7-((2S,5R)-4-acryloyl-2,5-dimethylpiperazin-1-yl)-9-chloro-10-(2-fluoro-6-hydroxyphenyl)-2H-[1,4]oxazino[2,3,4-ij]quinazolin-5(3H)-one N1(N=CC=C1)C[C@@H]1COC=2C(=C(C=C3C(=NC(N1C23)=O)N2[C@H](CN([C@@H](C2)C)C(C=C)=O)C)Cl)C2=C(C=CC=C2O)F